3-((1r,4s)-4-methoxycyclohexyl)propan-1-amine COC1CCC(CC1)CCCN